BrC=1C(=CC=2C3=C(C(=NC2C1F)N1CC(C1)C(C)C)N=CN3[C@@H]3C[C@@H](N(C3)C(=O)OC(C)(C)C)C(=O)OC)Cl 1-(tert-butyl) 2-methyl (2R,4R)-4-(7-bromo-8-chloro-6-fluoro-4-(3-isopropylazetidin-1-yl)-1H-imidazo[4,5-c]quinolin-1-yl)pyrrolidine-1,2-dicarboxylate